3a,4,4a,5,8,8a,9,9a-octahydro-4,9-methanonaphtho[2,3-c]furan-1,3-dione C1(OC(C2C1C1C3CC=CCC3C2C1)=O)=O